4-Isocyanatobutyldimethylmethoxy-silan N(=C=O)CCCC[Si](OC)(C)C